O[C@@H]1C[C@H](N(C1)C([C@H](C(C)(C)C)NC(CCOCCOCCOCCOCCOCCC(=O)N)=O)=O)C(NCC1=CC=C(C=C1)C1=C(N=CS1)C)=O N19-((S)-1-((2S,4R)-4-hydroxy-2-((4-(4-methylthiazol-5-yl)benzyl)carbamoyl)pyrrolidin-1-yl)-3,3-dimethyl-1-oxobutan-2-yl)-4,7,10,13,16-pentaoxanonadecanediamide